C(C)(C)(C)C1=C(C(=CC(=C1)C1=C2N(C3=CC=CC(=C13)OC)C=CC(=C2)Cl)C(C)(C)C)O 2,6-di-tert-butyl-4-(8-chloro-1-methoxypyrido[1,2-a]indol-10-yl)phenol